C(C)(C)(C)OC(=O)N1CCC(=CC1)CO tert-butyl-4-(hydroxymethyl)-3,6-dihydropyridine-1(2H)-carboxylate